OCCN(CCO)CP(OCC)(OCC)=O diethyl bis(2-hydroxyethyl)aminomethylphosphonate